tert-butyl (2R,4S)-2-(((2R,3R,4R,5S,6S)-6-((7H-purin-6-yl)amino)-4,5-dihydroxy-2-(hydroxymethyl)tetrahydro-2H-pyran-3-yl)carbamoyl)-4-hydroxypyrrolidine-1-carboxylate N1=CN=C2N=CNC2=C1N[C@@H]1[C@H]([C@@H]([C@H]([C@@H](O1)CO)NC(=O)[C@@H]1N(C[C@H](C1)O)C(=O)OC(C)(C)C)O)O